C(C)C(CN1CN(CC(C1)(N)C)CC(CCCC)CC)CCCC 1,3-bis(2-ethylhexyl)-5-methyl-1,3-diazin-5-amine